[N+](=O)([O-])C=1C=C2C(=NC1)C(=CN2)C=O 6-NITRO-1H-PYRROLO[3,2-B]PYRIDINE-3-CARBALDEHYDE